N-(2-(3,3-difluoroazetidin-1-yl)pyrimidin-5-yl)-4-(5-fluoro-3-methylbenzofuran-2-yl)thiazol-2-amine FC1(CN(C1)C1=NC=C(C=N1)NC=1SC=C(N1)C=1OC2=C(C1C)C=C(C=C2)F)F